CS(=O)(=O)N1CCN(CC1)C=1C(=NC=CC1)C(=O)O (4-(methylsulfonyl)piperazin-1-yl)picolinic acid